NC[C@@]1([C@@H]2CCN(C[C@H]12)C=1N=C2C(=NC1)N=C(C=C2)SC2=C(C(=NC=C2)N)Cl)C2=C(C=CC=C2)F 4-((2-((1S,6R,7R)-7-(aminomethyl)-7-(2-fluorophenyl)-3-azabicyclo[4.1.0]heptan-3-yl)pyrido[2,3-b]pyrazin-6-yl)thio)-3-chloropyridin-2-amine